C(C)(C)N1CCN(CC1)C1CCC(CC1)NC(=O)C1=CC2=C(N(N=C2C)CC(C)(C)C)S1 N-((1r,4r)-4-(4-isopropylpiperazin-1-yl)cyclohexyl)-3-methyl-1-neopentyl-1H-thieno[2,3-c]pyrazole-5-carboxamide